5-iodo-4-methyl-pyridine-3-carbonitrile IC=1C(=C(C=NC1)C#N)C